C(C)C(CNC(=O)C1=CC2=C(NC(=N2)C=2SC=CC2)C=C1)CCCC 2-Thiophen-2-yl-1H-benzoimidazole-5-carboxylic acid (2-ethyl-hexyl)-amide